1,2,3,4,5,6-hexa(4-mercaptophenyl)benzene SC1=CC=C(C=C1)C1=C(C(=C(C(=C1C1=CC=C(C=C1)S)C1=CC=C(C=C1)S)C1=CC=C(C=C1)S)C1=CC=C(C=C1)S)C1=CC=C(C=C1)S